6-oxo-octanamide O=C(CCCCC(=O)N)CC